tert-butyl 7-fluoro-2,2,5-trimethyl-4-oxo-3,4-dihydroquinoline-1(2H)-carboxylate FC1=CC(=C2C(CC(N(C2=C1)C(=O)OC(C)(C)C)(C)C)=O)C